ClC1=CC=C(S1)COC1=C(C(=NN1C(C(COC)(C)C)=O)C1CN(C(CC1C)=O)C(=O)N1CCCC1)C#N 5-[(5-Chlorothiophen-2-yl)methoxy]-1-(3-methoxy-2,2-dimethylpropanoyl)-3-[4-methyl-6-oxo-1-(pyrrolidin-1-carbonyl)piperidin-3-yl]-1H-pyrazol-4-carbonitril